6-(6-cyclopropyl-7-methoxyimidazo[1,2-b]pyridazin-3-yl)-N-((3R,4S)-4-methylpyrrolidin-3-yl)pyridin-2-amine C1(CC1)C=1C(=CC=2N(N1)C(=CN2)C2=CC=CC(=N2)N[C@H]2CNC[C@@H]2C)OC